tert-butyl 3-methyl-5-oxo-piperazine-1-carboxylate CC1CN(CC(N1)=O)C(=O)OC(C)(C)C